C1(CC1)C=1C=C(C(=O)NC(C)C2=NC=CN=C2C2=NC=CC=N2)C=C(C1)C(F)(F)F 3-cyclopropyl-N-[1-(3-pyrimidin-2-ylpyrazin-2-yl)ethyl]-5-(trifluoromethyl)-benzamide